O=C1NC(CCC1N1C(C2=CC=C(C=C2C1=O)CN(C=1SC(=C(N1)C)C1=NC(=NC=C1F)NC=1C=C(C=CC1)S(=O)(=O)N)C)=O)=O 3-((4-(2-(((2-(2,6-dioxopiperidin-3-yl)-1,3-dioxoisoindoline-5-yl)methyl)(Methyl)amino)-4-methylthiazol-5-yl)-5-fluoropyrimidin-2-yl)amino)benzenesulfonamide